C1=CC=CC=2C3=CC=CC=C3C(C12)COC(=O)NCCNCC(=O)OC(C)(C)C Tert-butyl (2-((((9H-fluoren-9-yl)methoxy)carbonyl)amino)ethyl)glycinate